[N+](=O)([O-])C(CCCCCCCC(=O)O)=CCC=CCCCCC 9-nitro-9,12-octadecadienoic acid